FC1(CC1)C=1C=C(C(=O)O)C=CN1 2-(1-fluorocyclopropyl)isonicotinic acid